FC(C(=O)O)(F)F.NCC(CC=1N(C(NN1)=O)C1=NC(=CC=C1)C#CC=1C=NN(C1)C)=C(F)F [2-(aminomethyl)-3,3-difluoro-allyl]-4-[6-[2-(1-methylpyrazol-4-yl)ethynyl]-2-pyridinyl]-1,2,4-triazol-3-one trifluoroacetate salt